2'-chloro-5'-methoxy-N-(5-methoxy-1,3,4-thiadiazol-2-yl)-6-methyl-[4,4'-bipyridine]-3-carboxamide ClC1=NC=C(C(=C1)C1=C(C=NC(=C1)C)C(=O)NC=1SC(=NN1)OC)OC